OC1=C(N(C(=CC1=O)C)C)CNC(CCC(CCC(=O)NCC=1N(C(=CC(C1O)=O)C)C)(CCC(NCC=1N(C(=CC(C1O)=O)C)C)=O)N)=O 4-amino-4-{2-[(3-hydroxy-1,6-dimethyl-4-oxo-1,4-dihydro-pyridin-2-ylmethyl)-carbamoyl]-ethyl}pimelic acid bis-[(3-hydroxy-1,6-dimethyl-4-oxo-1,4-dihydro-pyridin-2-ylmethyl)-amide]